8-(2-fluoro-4-nitrophenoxy)-3-methoxy-2-methyl-1,5-naphthyridine FC1=C(OC=2C=CN=C3C=C(C(=NC23)C)OC)C=CC(=C1)[N+](=O)[O-]